dimethyl-(2S)-2-[(trifluoromethylsulfonyl)oxy]glutaric acid CC([C@@](C(=O)O)(OS(=O)(=O)C(F)(F)F)C)CC(=O)O